NCCCNC1=CC=C(C=C1)C(C(=O)N[C@@H](C(=O)NCC1=CC=C(C=C1)O)CCCN\C(=N/C(NCCNC(CC)=O)=O)\N)C1=CC=CC=C1 (2R)-2-(2-(4-((3-aminopropyl)amino)phenyl)-2-phenylacetamido)-N-(4-hydroxybenzyl)-5-((Z)-2-((2-propionamidoethyl)carbamoyl)-guanidino)pentanamide